OC=1C=C2C(C=C(OC2=CC1)C1=CC=C(OC2=CC=C(C=C2)CC(=O)N)C=C1)=O 2-(4-(4-(6-hydroxy-4-oxo-4H-chromen-2-yl)phenoxy)phenyl)acetamide